4-[[6-[(2,6-dimethylpyrimidin-4-yl)amino]pyrimidin-4-yl]amino]-N,N-dimethyl-3-[methyl(methylsulfonyl)amino]benzamide CC1=NC(=CC(=N1)NC1=CC(=NC=N1)NC1=C(C=C(C(=O)N(C)C)C=C1)N(S(=O)(=O)C)C)C